N-(3-{[2-(Dimethylamino)ethyl]disulfanyl}propyl)-2-[4-(trifluoromethoxy)phenyl]acetamide CN(CCSSCCCNC(CC1=CC=C(C=C1)OC(F)(F)F)=O)C